4-bromo-5-((6,7-dihydro-4H-thieno[3,2-c]pyran-2-yl)methyl)-2-methyl-2H-1,2,3-triazole BrC1=NN(N=C1CC1=CC=2COCCC2S1)C